4-[(tert-butyldimethylsilyl)oxy]-N-methylcyclohexan-1-amine [Si](C)(C)(C(C)(C)C)OC1CCC(CC1)NC